BrC=1C=C(C=C(C1)[N+](=O)[O-])OB(O)O (3-bromo-5-nitrophenyl)boric acid